methyl (1R)-2-(4-{4H,5H,6H-cyclopenta[d][1,3]oxazol-2-yl}-5-methoxy-1-methyl-6-oxopyrimidin-2-yl)-1-phenyl-3,4-dihydro-1H-isoquinoline-7-carboxylate O1C(=NC2=C1CCC2)C=2N=C(N(C(C2OC)=O)C)N2[C@@H](C1=CC(=CC=C1CC2)C(=O)OC)C2=CC=CC=C2